3-[(3,5-dibromo-4-hydroxyphenyl)methylidene]-5-iodo-1H-indol-2-one BrC=1C=C(C=C(C1O)Br)C=C1C(NC2=CC=C(C=C12)I)=O